isoquinoline-6(3H)-carboxylic acid tert-butyl ester C(C)(C)(C)OC(=O)C1=CC2=CCNC=C2C=C1